4-bromo-2-fluoro-3-methoxypyridine BrC1=C(C(=NC=C1)F)OC